2-cyano-10-(2-phenylindol-3-yl)-10H-phenothiazine C(#N)C1=CC=2N(C3=CC=CC=C3SC2C=C1)C1=C(NC2=CC=CC=C12)C1=CC=CC=C1